1,3-dimethyl-2,4-dioxo-2,3,4,7-tetrahydro-1H-pyrrolo[2,3-d]pyrimidine CN1C(N(C(C2=C1NC=C2)=O)C)=O